FC1(CN(CC1)C1=NC(=CC(=N1)C=1SC(=NN1)C1=C(C=C(C=C1)I)N1CCC2(CC2)CC1)C)F 2-(2-(3,3-Difluoropyrrolidin-1-yl)-6-methylpyrimidin-4-yl)-5-(4-iodo-2-(6-azaspiro[2.5]octan-6-yl)phenyl)-1,3,4-thiadiazole